COC1=CC=C(C=C1)CNC1=C(C=NC(=C1)N1CCOCC1)C(=O)N 4-[(4-methoxyphenyl)methylamino]-6-morpholino-pyridine-3-carboxamide